CN(CCC1=C(NC2=CC=CC(=C12)CC(=O)O)C(F)(F)F)C.ClC1=CC=C(C=N1)CC(=O)N 2-(6-chloropyridin-3-yl)acetamide 3-[2-(dimethylamino)ethyl]-2-trifluoromethyl-1H-indol-4-yl-acetate